ClC=1C=C(C=CC1)N1N=CC(=C1)[C@@H](C(=O)NC1=CC(=NN1)C1CC(C1)(F)F)C (S)-2-(1-(3-chlorophenyl)-1H-pyrazol-4-yl)-N-(3-(3,3-difluorocyclobutyl)-1H-pyrazol-5-yl)propanamide